(R)-5-(8-(3-amino-3-methylazetidin-1-yl)-4-methyl-3,4-dihydropyrazino[1,2-b]indazole-2(1H)-yl)quinoline-8-carbonitrile NC1(CN(C1)C=1C=CC2=C3N(N=C2C1)[C@@H](CN(C3)C3=C1C=CC=NC1=C(C=C3)C#N)C)C